C(C1=CC=CC=C1)C1=C2N(C=C(N1)C1=CC(=CC=C1)O)C(C(=N2)CC2=CC=C(C=C2)O)=O 8-benzyl-2-(4-hydroxy-benzyl)-6-(3-hydroxy-phenyl)imidazo[1,2-a]pyrazin-3(7H)-one